OC1C(C(=O)C2=CC=CC=C2)(C=CC=C1)C 2-hydroxy-1-methylbenzophenone